C(C)C1(COC1)COC1=C(C(=C(C(=C1Br)Br)Br)Br)Br pentabromo-phenyl (3-ethyl-3-oxetanylmethyl) ether